C(C)(C)(C)OC(=O)N1CCC(CC1)OC1CCN(CC1)C1=C2CCCN(C2=CC=C1)[C@H]1C(NC(CC1)=O)=O 4-[[1-[1-[(3R)-2,6-dioxo-3-piperidinyl]-3,4-dihydro-2H-quinolin-5-yl]-4-piperidinyl]oxy]piperidine-1-carboxylic acid tert-butyl ester